FC1(CC(C1)(C)CN1N=C(C(=C1C(=O)OC)C(F)(F)F)C1CC(C1)(F)F)F Methyl 1-((3,3-difluoro-1-methylcyclobutyl)methyl)-3-(3,3-difluorocyclobutyl)-4-(trifluoromethyl)-1H-pyrazole-5-carboxylate